ClC1=C2C=CN=NC2=C(C(=C1)C(C)NC1=C2N=CNC2=NC=N1)C1=CC(=CC=C1)F N-{1-[5-chloro-8-(3-fluorophenyl)-cinnolin-7-yl]ethyl}-9H-purin-6-amine